COC=1C=C(C=NC1OC)C=1C=C2C(=NC=NC2=C(C1)C1=CC=C(C=C1)C(C(=O)N)O)C (4-(6-(5,6-dimethoxypyridin-3-yl)-4-methylquinazolin-8-yl)phenyl)-2-hydroxyacetamide